N-((1R,5S,6s)-3-(5-(6-(3-cyanopyrrolo[1,2-b]pyridazin-7-yl)-4-((3-methyloxetan-3-yl)amino)pyridin-3-yl)-1,3,4-thiadiazol-2-yl)-3-azabicyclo[3.1.1]hept-6-yl)acetamide C(#N)C1=CC=2N(N=C1)C(=CC2)C2=CC(=C(C=N2)C2=NN=C(S2)N2C[C@@H]1C([C@H](C2)C1)NC(C)=O)NC1(COC1)C